C(C)(C)(C)OC(=O)N(CCC=1C=C(C=CC1)CC(=O)OC)C methyl 2-(3-(2-(tert-butoxycarbonyl(methyl)amino)ethyl)phenyl)acetate